tert-butyl bis(2-(2-(2-(2-aminoethoxy)ethoxy)ethoxy)ethyl)carbamate NCCOCCOCCOCCN(C(OC(C)(C)C)=O)CCOCCOCCOCCN